COC([C@@H](NC(\C=C\C1=CC(O)=C(O)C=C1)=O)CS)=O N-caffeoylcysteine methyl ester